2-[4-(Tert-Butoxycarbonylamino-methyl)-piperidin-1-yl]-pyrimidine-5-carboxylic acid methyl ester COC(=O)C=1C=NC(=NC1)N1CCC(CC1)CNC(=O)OC(C)(C)C